FC1=NC(=C2N=CN(C2=N1)C1OCC1)NC1=C(C=CC(=C1)OC)OC 2-fluoro-6-(2,5-dimethoxyanilino)-9-(oxetan-2-yl)-9H-purine